N-(4-(4-amino-4-methylpiperidin-1-yl)phenyl)-4-(7-aminobenzofuran-2-yl)pyrimidin-2-amine NC1(CCN(CC1)C1=CC=C(C=C1)NC1=NC=CC(=N1)C=1OC2=C(C1)C=CC=C2N)C